BrCCOC(C)=O acetic acid-2-bromo-ethyl ester